4-((2,6-bis(bis(2-methoxyethyl)amino)-8-(4-methoxypiperidin-1-yl)pyrimido[5,4-d]pyrimidin-4-yl)amino)-2-methylbutan-2-ol COCCN(C=1N=C(C2=C(N1)C(=NC(=N2)N(CCOC)CCOC)N2CCC(CC2)OC)NCCC(C)(O)C)CCOC